N-(4-(4-((1-methylethyl)sulfonamido)phenyl)-1H-pyrrolo[2,3-b]pyridin-6-yl)cyclopropylcarboxamide CC(C)S(=O)(=O)NC1=CC=C(C=C1)C1=C2C(=NC(=C1)NC(=O)C1CC1)NC=C2